3-(5-methyl-1,3-thiazol-2-yl)-5-[(3R)-tetrahydro-furan-3-ylmethoxy]-N-{(1R)-1-[2-(trifluoromethyl)pyrimidin-5-yl]ethyl}benzamide CC1=CN=C(S1)C=1C=C(C(=O)N[C@H](C)C=2C=NC(=NC2)C(F)(F)F)C=C(C1)OC[C@H]1COCC1